4-bromo-7-(trifluoromethyl)benzo[d]thiazole BrC1=CC=C(C2=C1N=CS2)C(F)(F)F